benzyl (2R,4R)-4-[(2S)-but-2-yl]-2-tert-butyl-4-methyl-5-oxo-1,3-oxazolidine-3-carboxylate C[C@@H](CC)[C@]1(N([C@H](OC1=O)C(C)(C)C)C(=O)OCC1=CC=CC=C1)C